C(CCCCCCC\C=C/CCCCCCCC)(=O)OCC(CN(C)C)OC(CCCCCCC\C=C/CCCCCCCC)=O 1,2-dioleoyloxy-3-Dimethylaminopropane